2,3,5,6-Tetrafluoro-4-methylbenzonitrile FC1=C(C#N)C(=C(C(=C1F)C)F)F